2-(6-butoxy-3-oxo-2,3-dihydro-1H-inden-1-ylidene)propanedinitrile C(CCC)OC1=CC=C2C(CC(C2=C1)=C(C#N)C#N)=O